8-(4-Chloro-2-methylphenyl)-9-(4-((1-(3,3-difluoropropyl)azetidin-3-yliden)methyl)phenyl)-6,7-dihydro-5H-benzo[7]annulen ClC1=CC(=C(C=C1)C=1CCCC2=C(C1C1=CC=C(C=C1)C=C1CN(C1)CCC(F)F)C=CC=C2)C